2-((5-((tert-Butyldimethylsilyl)oxy)pentyl)oxy)-6-methylpyridine-3-sulfonyl chloride [Si](C)(C)(C(C)(C)C)OCCCCCOC1=NC(=CC=C1S(=O)(=O)Cl)C